C(#N)[C@@H]1C[C@@H](CN(CC1)C=1C2=C(N=C(N1)OCC13CCCN3CCC1)C(=C(N=C2)C2=CC(=CC1=CC=CC(=C21)C#C)O)F)NC(C=C)=O N-((3S,5S)-5-cyano-1-(7-(8-ethynyl-3-hydroxynaphthalen-1-yl)-8-fluoro-2-((tetrahydro-1H-pyrrolizin-7a(5H)-yl)methoxy)pyrido[4,3-d]pyrimidin-4-yl)azepan-3-yl)acrylamide